C(C)(=O)[O-].C[NH+](C1=CC=CC=C1)C N,N-dimethylanilinium acetate